5-hydroxy-pyridine-4-carboxylic acid OC=1C(=CC=NC1)C(=O)O